4-(4-amino-2,5-difluorophenyl)-3,6-dihydropyridine-1(2H)-carboxylic acid tert-butyl ester C(C)(C)(C)OC(=O)N1CCC(=CC1)C1=C(C=C(C(=C1)F)N)F